(S)-N-(4,4-difluorotetrahydro-2H-pyran-3-yl)-6-(1H-imidazol-1-yl)-4-methylpicolinamide FC1([C@H](COCC1)NC(C1=NC(=CC(=C1)C)N1C=NC=C1)=O)F